C(C(=O)OC#CCC)(=O)OC mono-2-butynyl mono-methyl oxalate